3-(1-(3-(5-(((2R)-4-(2-(2,6-dioxopiperidin-3-yl)-1-oxo-1,2-dihydrophthalazin-6-yl)morpholin-2-yl)methoxy)pyrimidin-2-yl)benzyl)-6-oxo-1,6-dihydropyridazine-3-yl)benzonitrile O=C1NC(CCC1N1C(C2=CC=C(C=C2C=N1)N1C[C@@H](OCC1)COC=1C=NC(=NC1)C=1C=C(CN2N=C(C=CC2=O)C=2C=C(C#N)C=CC2)C=CC1)=O)=O